Tridecyl methoxyacetate COCC(=O)OCCCCCCCCCCCCC